hexaphenyl-disilazane C1(=CC=CC=C1)[Si](N[Si](C1=CC=CC=C1)(C1=CC=CC=C1)C1=CC=CC=C1)(C1=CC=CC=C1)C1=CC=CC=C1